[5-(1,3-Dioxolan-2-yl)pyridin-2-yl]-2-fluoroaniline O1C(OCC1)C=1C=CC(=NC1)NC1=C(C=CC=C1)F